((benzyloxy)carbonyl)-6,7,8,9-tetrahydro-5H-[1,2,4]triazolo[1,5-a][1,4]diazepine-2-carboxylic acid C(C1=CC=CC=C1)OC(=O)C1CCNCC=2N1N=C(N2)C(=O)O